(R)-(4-((5-cyclopropyl-1H-pyrazol-3-yl)amino)-6-(dimethylphosphoryl)quinazolin-2-yl)(3-methylpiperazin-1-yl)methanone C1(CC1)C1=CC(=NN1)NC1=NC(=NC2=CC=C(C=C12)P(=O)(C)C)C(=O)N1C[C@H](NCC1)C